2-((S)-1-((S)-4-(6-((4-cyano-2-fluorobenzyl)oxy)pyridin-2-yl)-2-methyl-Piperazin-1-yl)ethyl)-1-(((S)-oxetan-2-yl)methyl)-1H-benzo[d]imidazole-6-carboxylic acid C(#N)C1=CC(=C(COC2=CC=CC(=N2)N2C[C@@H](N(CC2)[C@@H](C)C2=NC3=C(N2C[C@H]2OCC2)C=C(C=C3)C(=O)O)C)C=C1)F